C1(=CC=C(C=C1)N(C=1C=C(C=C(C1)N(C1=CC=CC=C1)C1=CC2=C(SC3=C2C=CC=C3)C=C1)C1=CC=CC=C1)C1=CC=CC=C1)C1=CC=CC=C1 N3-([1,1'-biphenyl]-4-yl)-N5-(dibenzo[b,d]thiophen-2-yl)-N3,N5-diphenyl-[1,1'-biphenyl]-3,5-diamine